NC(C(C(C)C)OC1=NN(C(=C1)C1(CC2CC(CC2C1)C=1N=CN(C1C(=O)NC1=CC(=C(C=C1)F)Cl)C)O)C)=O 4-(5-(3-((1-Amino-3-methyl-1-oxobutan-2-yl)oxy)-1-methyl-1H-pyrazol-5-yl)-5-hydroxyoctahydropentalen-2-yl)-N-(3-chloro-4-fluorophenyl)-1-methyl-1H-imidazole-5-carboxamide